4-bromo-3-(2-methyl-6-morpholin-4-ylpyridin-4-yl)oxybenzonitrile BrC1=C(C=C(C#N)C=C1)OC1=CC(=NC(=C1)N1CCOCC1)C